FC=1C(=NC=CC1)C1=NN=C(O1)C(=O)N1[C@@H](C2=C(CC1)NC=N2)C2=NN1C(C(=CC=C1)OC(F)(F)F)=C2 (S)-(5-(3-fluoropyridin-2-yl)-1,3,4-oxadiazol-2-yl)(4-(4-(trifluoromethoxy)pyrazolo[1,5-a]pyridin-2-yl)-6,7-dihydro-1H-imidazo[4,5-c]pyridin-5(4H)-yl)methanone